N-(1-ethylpiperidin-4-yl)-5-(1-phenyl-1H-pyrazol-4-yl)-1H-imidazole-2-carboxamide C(C)N1CCC(CC1)NC(=O)C=1NC(=CN1)C=1C=NN(C1)C1=CC=CC=C1